calcium Magnesium Phosphate P(=O)([O-])([O-])[O-].[Mg+2].[Ca+2]